N,N'-diethylbenzamide CCN(CC)C(=O)C1=CC=CC=C1